3-oxo-1-(pyridin-2-yldisulfanyl)-7,10,13,16,19,22,25,28,31,34,37,40-dodecaoxa-4-azatritetracontan-43-oate O=C(CCSSC1=NC=CC=C1)NCCOCCOCCOCCOCCOCCOCCOCCOCCOCCOCCOCCOCCC(=O)[O-]